C(=O)(OCCCCCCCCCCCCC)OOC(=O)OCCCCCCCCCCCCC Ditridecyl peroxydicarbonate